N1=NCCC1 1-pyrazoline